ClC1=CC(=C(C=N1)C=1C=NC(=CC1)N1CCOCC1)N1C[C@H](CCC1)O (S)-1-(6-chloro-6'-morpholino-[3,3'-bipyridin]-4-yl)piperidin-3-ol